CC1=NN2C(C=C(C=C2)OCC2=C(N=CS2)C)=C1C(=O)NC1CNCC1 2-methyl-5-[(4-methyl-1,3-thiazol-5-yl)methoxy]-N-(pyrrolidin-3-yl)pyrazolo[1,5-a]pyridine-3-carboxamide